IC=1C=C2C(=NC1)SC(=C2)C(=O)OCC2=CC=CC=C2 Benzyl 5-iodothieno[2,3-b]pyridine-2-carboxylate